ClC=1C=C(C=CC1OC)NC1N(C(=NC(=N1)N)N1CCCC1)C1=CC(=CC=C1)Cl N-(3-Chloro-4-methoxyphenyl)-N1-(3-chlorophenyl)-6-pyrrolidin-1-yl-[1,3,5]triazine-2,4-diamine